(nonylphenyl) Phosphate P(=O)(OC1=C(C=CC=C1)CCCCCCCCC)([O-])[O-]